N-[2-(3,3-difluoropyrrolidin-1-yl)-4-(6-meth-yl-2-pyridyl)-3-pyridyl]-2-isopropyl-pyrimidine-5-carboxamide FC1(CN(CC1)C1=NC=CC(=C1NC(=O)C=1C=NC(=NC1)C(C)C)C1=NC(=CC=C1)C)F